iso-butyl naphthoate C1(=CC=CC2=CC=CC=C12)C(=O)OCC(C)C